BrC=1C=C(C(=NC1)OC1=C(C=C(C=C1)C#N)OC)C(=O)NC1=CC(=CC=C1)S(=O)(=N)C 5-bromo-2-(4-cyano-2-methoxy-phenoxy)-N-[3-(methylsulfonimidoyl)phenyl]pyridine-3-carboxamide